CN1N=C(C=C1S(=O)(=O)N1CC2(C1)CNC2)C(F)(F)F 2-[2-methyl-5-(trifluoromethyl)pyrazol-3-yl]sulfonyl-2,6-diazaspiro[3.3]heptane